N-(1-methylazetidin-3-yl)piperazine-1-carboxamide CN1CC(C1)NC(=O)N1CCNCC1